Cl[Si](N1[Si](N([Si]1(C1=CC=CC=C1)C1=CC=CC=C1)[Si](C1=CC=CC=C1)(C1=CC=CC=C1)Cl)(C)C)(C)C 1-chlorodimethylsilyl-3-chlorodiphenylsilyl-2,2-dimethyl-4,4-diphenylcyclodisilazane